4-bromo-N-{2,8-dimethylimidazo[1,2-a]pyrazin-6-yl}-2-methylindazole-7-carboxamide BrC=1C2=CN(N=C2C(=CC1)C(=O)NC=1N=C(C=2N(C1)C=C(N2)C)C)C